tert-butyl ((3aR,5r,6aS)-2-(5-bromopyridin-2-yl)-5-methyloctahydrocyclopenta[c]pyrrol-5-yl)carbamate BrC=1C=CC(=NC1)N1C[C@@H]2[C@H](C1)CC(C2)(C)NC(OC(C)(C)C)=O